[Cl-].C(C)(C)OC(CC1CCC(CC1)[NH3+])=O 4-(2-Isopropoxy-2-oxoethyl)cyclohexan-1-aminium chloride